(4-(4-((4-methylpiperazin-1-yl)methyl)-1H-1,2,3-triazol-1-yl)phenyl)methanamine CN1CCN(CC1)CC=1N=NN(C1)C1=CC=C(C=C1)CN